(2-hydroxyethoxy)ammonium acetate C(C)(=O)[O-].OCCO[NH3+]